6-[2-hydroxy-6-methyl-4-(trifluoromethyl)phenyl]pyridazine-3-carboxylic acid OC1=C(C(=CC(=C1)C(F)(F)F)C)C1=CC=C(N=N1)C(=O)O